C(=C)[Si](O[Si](C1=CC=CC=C1)(C)C=C)(C1=CC=CC=C1)C 1,3-divinyl-1,3-Dimethyl-1,3-diphenyldisiloxane